8-(4-Bromo-2-chlorophenyl)-9-(5-chloro-2-methoxybenzyl)-6-(1-methylcyclopropoxy)-9H-purine BrC1=CC(=C(C=C1)C=1N(C2=NC=NC(=C2N1)OC1(CC1)C)CC1=C(C=CC(=C1)Cl)OC)Cl